2-(3-(3,3-difluoro-1-((4-methyl-4H-1,2,4-triazol-3-yl)methyl)cyclobutyl)phenyl)-6-((((1-methylcyclopropyl)methyl)amino)methyl)-4-(trifluoromethyl)isoindolin-1-one FC1(CC(C1)(CC1=NN=CN1C)C=1C=C(C=CC1)N1C(C2=CC(=CC(=C2C1)C(F)(F)F)CNCC1(CC1)C)=O)F